(E)-1-(3-(4-amino-3-(4-phenoxyphenyl)-1H-pyrazolo[3,4-d]pyrimidin-1-yl)piperidin-1-yl)but-2-en-1-one NC1=C2C(=NC=N1)N(N=C2C2=CC=C(C=C2)OC2=CC=CC=C2)C2CN(CCC2)C(\C=C\C)=O